3,3-dimethyl-N-[6-(trifluoromethoxy)-1,3-benzothiazol-2-yl]cyclopentane-1-carboxamide CC1(CC(CC1)C(=O)NC=1SC2=C(N1)C=CC(=C2)OC(F)(F)F)C